7-Chloro-N5,N-bis(4-methoxybenzyl)-[1,2,4]triazolo[1,5-c]pyrimidine-2,5-diamine ClC1=CC=2N(C(=N1)NCC1=CC=C(C=C1)OC)N=C(N2)NCC2=CC=C(C=C2)OC